C(C)(C)C1=C(NC2=CC=C(C=C12)C1CCNCC1)C1=C2C(=NC=C1)N(C=C2)S(=O)(=O)C 4-(3-isopropyl-5-(piperidin-4-yl)-1H-indol-2-yl)-1-(methylsulfonyl)-1H-pyrrolo[2,3-b]pyridine